N1C(CCC[CH-]1)=O 6-Piperidineidone